COC(=O)C1CC(C1)N1C(=NC2=CC=CC(=C2C1=O)Cl)[C@H](C)N (S)-3-(2-(1-aminoethyl)-5-chloro-4-oxoquinazolin-3(4H)-yl)cyclobutane-1-carboxylic acid methyl ester